BrC1=CC2=C(N=CO2)C=C1 6-bromo-1,3-benzoxazole